ClC=1C=C(C=CC1F)NC(N([C@@H](CC)C1=CN=C(C2=CC=CC=C12)OC)CC)=O (S)-3-(3-chloro-4-fluorophenyl)-1-ethyl-1-(1-(1-methoxyisoquinolin-4-yl)propyl)urea